tert-butyl-2-(1-(4-(2-(2-(2-aminoethoxy)ethoxy)-N-(3-(dimethylamino)propyl)acetamido)-2-isopropylphenyl)-5-(2,6-dimethoxyphenyl)-1H-pyrazole-3-carboxamido)adamantane-2-carboxylate C(C)(C)(C)OC(=O)C1(C2CC3CC(CC1C3)C2)NC(=O)C2=NN(C(=C2)C2=C(C=CC=C2OC)OC)C2=C(C=C(C=C2)N(C(COCCOCCN)=O)CCCN(C)C)C(C)C